COCC1=NN(C=C1C(=O)O)CC=1C=NC(=NC1)N1CCCC1 3-methoxymethyl-1-(2-pyrrolidin-1-yl-pyrimidin-5-ylmethyl)-1H-pyrazole-4-carboxylic acid